2-[2-(2-methoxyphenyl)-phenethyl]-N-methylpiperidine COC1=C(C=CC=C1)C1=C(CCC2N(CCCC2)C)C=CC=C1